C(C)(=O)N1CCC(CC1)NCC=1C(=CC(=NC1)C(=O)NC1=C(C(=CC=C1)C1=NC=CC(=C1Cl)C1=NC(=C(C=C1)CNC[C@@H]1NC(CC1)=O)OC)C)OC (R)-5-(((1-acetylpiperidin-4-yl)amino)methyl)-N-(3-(3'-chloro-6-methoxy-5-((((5-oxopyrrolidin-2-yl)methyl)amino)methyl)-[2,4'-bipyridin]-2'-yl)-2-methylphenyl)-4-methoxypicolinamide